(S,S,S)-octahydroindole-2-carboxylic acid N1[C@@H](C[C@@H]2CCCC[C@H]12)C(=O)O